C(#N)C1=CC=C(C=C1)C=1C=C(C(N(N1)C=1C=NC=CC1)=O)C(=O)N[C@H](CO)C 6-(4-cyanophenyl)-N-[(2S)-1-hydroxypropan-2-yl]-3-oxo-2-(pyridin-3-yl)-2,3-dihydropyridazine-4-carboxamide